[7-[6-(cyclohexoxy)-3-pyridyl]-5,5-dimethyl-6H-pyrrolo[2,3-d]pyrimidin-2-yl]methanol C1(CCCCC1)OC1=CC=C(C=N1)N1CC(C2=C1N=C(N=C2)CO)(C)C